CC(C(=O)OCCNC(=O)OC1=CC=C(C=C1)C(\C=C\C1=CC=C(C=C1)O)=O)(CC)C 2-[[4-[(E)-3-(4-Hydroxyphenyl)prop-2-enoyl]phenoxy]carbonylamino]ethyl 2,2-dimethylbutanoate